4-(ethoxycarbonyl)-1-methylpiperidine iodide [I-].C(C)OC(=O)C1CCN(CC1)C